(R/S)-3-amino-2-hydroxypropanoate NC[C@H](C(=O)[O-])O |r|